1-(2-{4-[6-(1-methyl-1H-pyrazol-4-yl)pyrazolo[1,5-a]pyridin-3-yl]piperazin-1-yl}pyrimidin-5-yl)propan-1-ol CN1N=CC(=C1)C=1C=CC=2N(C1)N=CC2N2CCN(CC2)C2=NC=C(C=N2)C(CC)O